FC(CN1CCC(CC1)C1(OC2=C(O1)C(=CC(=C2C)C(=O)NCC=2C(NC(=CC2SC)C)=O)C=2C=NC(=NC2)N2CCOCC2)C)F 2-(1-(2,2-difluoroethyl)piperidin-4-yl)-2,4-dimethyl-N-((6-methyl-4-(methylthio)-2-oxo-1,2-dihydropyridin-3-yl)methyl)-7-(2-morpholinopyrimidin-5-yl)benzo[d][1,3]dioxole-5-carboxamide